2-chloro-3,6-difluorophenylacetic acid ClC1=C(C(=CC=C1F)F)CC(=O)O